(difluoromethoxy)-1H-indole FC(ON1C=CC2=CC=CC=C12)F